O1COC2=C1C=CC(=C2)CCN2[C@@H](O[C@@H](C2=O)C)C=2C(=NN(C2)C2=CC=C(C=C2)Br)C2=CC=C(C=C2)F (2S,5R)-3-(2-(benzo[d][1,3]Dioxolane-5-yl)ethyl)-2-(1-(4-bromophenyl)-3-(4-fluorophenyl)-1H-pyrazol-4-yl)-5-Methyloxazolidin-4-one